6,7-dimethoxy-2-methyl-N-[1-(4-{1-[2-(pyrrolidin-1-yl)ethyl]-1H-pyrazol-3-yl}thiophen-2-yl)ethyl]quinazolin-4-amine COC=1C=C2C(=NC(=NC2=CC1OC)C)NC(C)C=1SC=C(C1)C1=NN(C=C1)CCN1CCCC1